1-(2-Hydroxyethyl)-7-(2-(4-(trifluoromethyl)phenoxy)pyridin-3-yl)-1,8-naphthyridin-4(1H)-one OCCN1C=CC(C2=CC=C(N=C12)C=1C(=NC=CC1)OC1=CC=C(C=C1)C(F)(F)F)=O